2-fluoro-6-(4-hydroxy-2-methoxyanilino)-9-(tetrahydro-2H-pyran-2-yl)-9H-purine FC1=NC(=C2N=CN(C2=N1)C1OCCCC1)NC1=C(C=C(C=C1)O)OC